FC=1C=C2C(=CC(=NC2=CC1)C(F)(F)F)N[C@@H]1C[C@@H](CCC1)NC(=O)C=1C=CC=2N(C1)C(=CN2)C N-[(1R,3S)-3-{[6-fluoro-2-(trifluoromethyl)quinolin-4-yl]amino}cyclohexyl]-3-methylimidazo[1,2-a]pyridine-6-carboxamide